CN(C(=S)SSC(N(C)C)=S)C dimethylcarbamothioylsulfanyl N,N-dimethylcarbamodithioate